C[Si](CCOCN1N=CC(=C1)C(=O)OCC)(C)C ethyl 1-{[2-(trimethylsilyl) ethoxy] methyl}-1H-pyrazole-4-carboxylate